1-(2-{6-cyclopropyl-4-[4-fluoro-2-(4-methyl-1,2,4-triazol-3-yl)phenyl]pyridin-2-yl}-7-fluoro-1,3-benzoxazol-5-yl)methylamine C1(CC1)C1=CC(=CC(=N1)C=1OC2=C(N1)C=C(C=C2F)CN)C2=C(C=C(C=C2)F)C2=NN=CN2C